C[C@H]1N(CCOC1)C=O ((R)-3-methylmorpholinyl)methanone